CC(CCC1=CC=CC=C1)=COCCCCCCCC (3-methyl-4-(octyloxy)but-3-en-1-yl)benzene